ClC1=CC=C(C=C1)C1=C(C(=O)N)C=CC=C1 (4-chlorophenyl)benzamide